C=C1CCN(CC1)C(=O)N 4-methylenepiperidine-1-carboxamide